1-Butyl-5-(diaminomethylene)-3-[4-(hydroxymethyl)-4-[(5-methyl-2,4-dioxo-pyrimidin-1-yl)methyl]cyclohexyl]hexahydropyrimidine-2,4,6-trione C(CCC)N1C(N(C(C(C1=O)=C(N)N)=O)C1CCC(CC1)(CN1C(NC(C(=C1)C)=O)=O)CO)=O